N-benzyl-1-((1r,4r)-4-(hydroxymethyl)cyclohexyl)-N-methylmethanesulfonamide C(C1=CC=CC=C1)N(S(=O)(=O)CC1CCC(CC1)CO)C